(S)-4-(4-methyl-1,2,3,4-tetrahydropyrazino[1,2-b]indazole-8-yl)piperidine-1-carboxylate C[C@H]1CNCC=2N1N=C1C=C(C=CC21)C2CCN(CC2)C(=O)[O-]